C(C)(C)(C)C=1C=C(C=C(C1)C(C)(C)C)C1=CC(=CC(=C1)F)Cl 3,5-Di-tert-butyl-3'-chloro-5'-fluoro-1,1'-biphenyl